3-[(2R)-2-(tert-butoxycarbonylamino)propyl]imidazole-4-carboxylic acid methyl ester COC(=O)C=1N(C=NC1)C[C@@H](C)NC(=O)OC(C)(C)C